C(#N)C=1C=C(C(=NC1)OC)C1=C(C=NC(=C1)C)C(=O)NC=1SC2=C(N1)CN(C2)C(C2=NC=C(C=C2)C(F)F)=O 5-Cyano-N-(5-(5-(difluoromethyl)picolinoyl)-5,6-dihydro-4H-pyrrolo[3,4-d]thiazol-2-yl)-2-methoxy-6'-methyl-[3,4'-bipyridine]-3'-carboxamide